OC=1C=C(C=CC1)C1C(=C(NC=2CC(CC(C12)=O)C1=C(C=CC=C1)OC)C)C(=O)OCCOCCOCC 2-(2-ethoxyethoxy)ethyl 4-(3-hydroxyphenyl)-7-(2-methoxyphenyl)-2-methyl-5-oxo-1,4,5,6,7,8-hexahydroquinoline-3-carboxylate